2,4,6-tris(dimethylamino)s-triazine CN(C1=NC(=NC(=N1)N(C)C)N(C)C)C